C(=O)C1=CC(=C(O[C@@H]2O[C@@H]([C@H]([C@@H]([C@H]2CC(=O)O)CC(=O)O)CC(=O)O)C(=O)OC)C=C1)[N+](=O)[O-] (2S,3R,4S,5S,6S)-2-(4-formyl-2-nitrophenoxy)-6-(methoxycarbonyl)tetrahydro-2H-Pyran-3,4,5-triacetic acid